3-(5-(4-(4-bromophenyl)piperazin-1-yl)-1H-benzo[d]imidazol-2-yl)pentan-2-one BrC1=CC=C(C=C1)N1CCN(CC1)C1=CC2=C(NC(=N2)C(C(C)=O)CC)C=C1